N1=CC=CC=2CCC[C@@H](C12)O (8S)-5,6,7,8-tetrahydroquinolin-8-ol